ClC1=C(C(=O)O)C=CC(=C1)N1C[C@H]2CNCC[C@]2(C1=O)F 2-chloro-4-((3aR,7aS)-7a-fluoro-1-oxooctahydro-2H-pyrrolo[3,4-c]pyridin-2-yl)benzoic acid